[N+](=O)([O-])C1=CC=C(CN2C=CC3=CC=C(C=C23)C(=O)OC)C=C1 methyl 1-(4-nitrobenzyl)-1H-indole-6-carboxylate